C(=O)O.NC1=NN=C(C2=CC(=CC=C12)C=1C=C(C=CC1)B(O)O)C1CC1 [3-(1-AMINO-4-CYCLOPROPYLPHTHALAZIN-6-YL)PHENYL]BORONIC ACID FORMIC ACID SALT